3-(2-methyl-8-nitro-4-oxoquinazolin-3(4H)-yl)piperidine-2,6-dione CC1=NC2=C(C=CC=C2C(N1C1C(NC(CC1)=O)=O)=O)[N+](=O)[O-]